6-(4-hydroxyphenyl)-2-(methylthio)-8-phenylpyrido[2,3-d]pyrimidin-7(8H)-one OC1=CC=C(C=C1)C1=CC2=C(N=C(N=C2)SC)N(C1=O)C1=CC=CC=C1